C(C)C1=C(C=CC(=C1)C)S(=O)(=O)N ethyl-4-methylbenzenesulfonamide